(10S)-N-(4-([1,2,4]triazolo[1,5-a]pyridin-7-yloxy)-2-fluoro-5-methylphenyl)-8,9,10,11-tetrahydro-7H-6,10-methanopyrimido[4',5':5,6]pyrido[3,2-b][1,4,7]oxadiazonin-4-amine N=1C=NN2C1C=C(C=C2)OC2=CC(=C(C=C2C)NC2=NC=NC1=CC=3OC[C@H]4NCCN(C3N=C12)C4)F